BrC=1C(=NC(=NC1)NC=1C=C2C(C(N(C2=CC1)CC(=O)N1CCOCC1)=O)(C)C)NC1=C(C=CC=C1)P(=O)(C)C 5-[[5-bromo-4-(2-dimethylphosphorylanilino)pyrimidin-2-yl]amino]-3,3-dimethyl-1-(2-morpholino-2-oxo-ethyl)indolin-2-one